N-(1,1-diphenylethyl)-1,1-diphenylmethanimine-15N C1(=CC=CC=C1)C(C)(C1=CC=CC=C1)[15N]=C(C1=CC=CC=C1)C1=CC=CC=C1